(E)-1,4-Dibromo-2-butene BrC\C=C\CBr